hydroxypyridinecarboxamide OC=1C(=NC=CC1)C(=O)N